NC1CCCC(C(NC=2C=NN(C2C=2C=CN=C1C2)C(F)F)=O)C 13-amino-3-(difluoromethyl)-9-methyl-3,4,7,15-tetraazatricyclo[12.3.1.02,6]Octadeca-1(18),2(6),4,14,16-pentaen-8-one